FC=1C=C2C(=CNC(C2=CC1F)=O)C(C)N(C(=O)C=1C=C2C=CC=CN2C1)C N-(1-(6,7-Difluoro-1-oxo-1,2-dihydroisoquinolin-4-yl)ethyl)-N-methylindolizine-2-carboxamide